2-chloro-3-fluoro-benzaldehyde ClC1=C(C=O)C=CC=C1F